COC=1C=C2C(=NC=NC2=CC1OC)N1CCC2(CCN(CC2)[SH2](=O)C=N)CC1 [9-(6,7-dimethoxyquinazolin-4-yl)-3,9-diazaspiro[5.5]undecan-3-yl](imino)methyl-λ6-sulfanone